C1(CCCC1)CCC1=NC(=NO1)C1=CC2=C(N(C=N2)CCNC(C2=CC(=CC=C2)OC)=O)C=C1 N-(2-(5-(5-(2-cyclopentylethyl)-1,2,4-oxadiazol-3-yl)-1H-benzo[d]imidazol-1-yl)ethyl)-3-methoxybenzamide